tert-butyl 4-(5-fluoro-7-(7-fluoro-2-methyl-2H-indazol-5-yl)-4-oxoquinazolin-3(4H)-yl)piperidine-1-carboxylate FC1=C2C(N(C=NC2=CC(=C1)C1=CC2=CN(N=C2C(=C1)F)C)C1CCN(CC1)C(=O)OC(C)(C)C)=O